ClC=1C=C(C=NC1N1CCN(CC1)C1=NOC2=C1C(=CC=C2)C(F)(F)F)CO (5-Chloro-6-(4-(4-(trifluoromethyl)benzo[d]isoxazol-3-yl)piperazin-1-yl)pyridin-3-yl)methanol